4-(3-(4-bromo-3-(trifluoromethyl)phenoxy)propyl)piperidine BrC1=C(C=C(OCCCC2CCNCC2)C=C1)C(F)(F)F